C[C@H]1N(C[C@@H](NC1)C)C(C(F)F)C=1C=C2N=CC=NC2=CC1 6-(1-((2R,5S)-2,5-dimethylpiperazin-1-yl)-2,2-difluoroethyl)quinoxaline